4-amino-5-chloro-N-((1-(4-chlorophenyl)cyclobutyl)methyl)-2-methoxybenzamide NC1=CC(=C(C(=O)NCC2(CCC2)C2=CC=C(C=C2)Cl)C=C1Cl)OC